ClC1=C(OC2=CC=C(C=N2)C2CN(C2)C(=O)N2C[C@@H]3[C@@H](OCC(N3)=O)CC2)C=CC=C1 (4aR,8aS)-6-(3-(6-(2-Chlorophenoxy)pyridin-3-yl)azetidine-1-carbonyl)hexahydro-2H-pyrido[4,3-b][1,4]oxazin-3(4H)-one